4-(tert-butylamino)-2-((1R,3S)-3-hydroxycycloheptylamino)pyrimidine-5-carboxamide C(C)(C)(C)NC1=NC(=NC=C1C(=O)N)N[C@H]1C[C@H](CCCC1)O